CC1(CCN(CC1)CCOC1=C(C=C2C(=CC=NC2=C1)OC1=C(C=C(C=C1)NC(=O)C1=C2C(=CN(C1=O)C1=CC=C(C=C1)F)CCO2)F)OC)C N-(4-((7-(2-(4,4-dimethylpiperidin-1-yl)ethoxy)-6-methoxyquinolin-4-yl)oxy)-3-fluorophenyl)-5-(4-fluorophenyl)-6-oxo-2,3,5,6-tetrahydrofuro[3,2-c]pyridine-7-carboxamide